C(O[C@H]1C[C@H](CC1)C1=NN(C(=C1)NC1=CC(=NC=C1F)OCCC[C@H](C)N)C(C)(C)C)(OC1=CC=C(C=C1)[N+](=O)[O-])=O (1R,3S)-3-(5-((2-(((S)-4-aminopentyl)oxy)-5-fluoropyridin-4-yl)amino)-1-(tert-butyl)-1H-pyrazol-3-yl)cyclopentyl (4-nitrophenyl) carbonate